4-(3-isopropyl-2-(1H-pyrazolo[3,4-b]pyridin-4-yl)-1H-indol-5-yl)-[1,4'-bipiperidin]-3'-ol C(C)(C)C1=C(NC2=CC=C(C=C12)C1CCN(CC1)C1C(CNCC1)O)C1=C2C(=NC=C1)NN=C2